C1=CCOC=2C=CC3=C(C12)C1=CC=CC=C1C=C3 naphtho[1,2-f]chromene